ClC=1C(=NC=CN1)CNC(C1=C(C=C(C=C1)F)F)=O N-[(3-chloropyrazin-2-yl)methyl]-2,4-difluoro-benzamide